C(CCCC)C=1N(C(NN1)=S)N 5-pentyl-4-amino-1,2,4-triazol-3-thione